CCCCC(CC)COC(=O)OOC(C)(C)CC Tert-amyl peroxy 2-ethylhexyl carbonate